N[C@H]1C2=CC(=CC=C2CC12CCN(CC2)C=2C=1N(C(=C(N2)C)C=2C=NN(C2C)C)N=CC1)C#N (3R)-3-amino-1'-[7-(1,5-dimethylpyrazol-4-yl)-6-methyl-pyrazolo[1,5-a]pyrazin-4-yl]spiro[indane-2,4'-piperidine]-5-carbonitrile